6-chloro-4-((1-(4-fluorophenyl)ethyl)amino)-1H-pyrazolo[3,4-b]pyridine-5-carbonitrile ClC1=C(C(=C2C(=N1)NN=C2)NC(C)C2=CC=C(C=C2)F)C#N